ClC1=C(C=C(CNC(C(C(F)(F)F)(C)C)=O)C=C1)C#N N-(4-chloro-3-cyanobenzyl)-3,3,3-trifluoro-2,2-dimethylpropionamide